3-bromospiro[fluorene-9,9-xanthene] BrC=1C=CC2=C(C1)C1=CC=CC=C1C21C2=CC=CC=C2OC=2C=CC=CC12